Cl.OCC1(CCC1)NC=1C2=C(N=C(N1)C=1CCNCC1)CC[S@]2=O |r| (R/S)-4-((1-(hydroxymethyl)cyclobutyl)amino)-2-(1,2,3,6-tetrahydropyridin-4-yl)-6,7-dihydrothieno[3,2-d]pyrimidine 5-oxide hydrochloride